COC1=C(C=CC(=C1OC)OC)CC(=O)C1=CC=CC=C1 2,3,4-trimethoxyphenylacetophenone